2-difluoromethoxy-5-fluoro-N-((5-(2-methoxyphenyl)-1H-1,2,4-triazol-3-yl)methyl)benzamide FC(OC1=C(C(=O)NCC2=NNC(=N2)C2=C(C=CC=C2)OC)C=C(C=C1)F)F